N-(1'-(5-(piperidin-1-ylsulfonyl)thiophene-2-carbonyl)spiro[cyclohexane-1,3'-indolin]-5'-yl)methanesulfonamide N1(CCCCC1)S(=O)(=O)C1=CC=C(S1)C(=O)N1CC2(C3=CC(=CC=C13)NS(=O)(=O)C)CCCCC2